2-cyclohexyl-2-methoxyacetic Acid C1(CCCCC1)C(C(=O)O)OC